(1E)-1-propen C=CC